(E)-N-hydroxy-3-(2-(4-((2-(trifluoromethoxy)phenyl)sulfonyl)piperazin-1-yl)phenyl)acrylamide ONC(\C=C\C1=C(C=CC=C1)N1CCN(CC1)S(=O)(=O)C1=C(C=CC=C1)OC(F)(F)F)=O